4-(8-(1-acryloylpyrrolidin-3-yl)quinazolin-6-yl)-N-(pyridin-2-yl)benzamide C(C=C)(=O)N1CC(CC1)C=1C=C(C=C2C=NC=NC12)C1=CC=C(C(=O)NC2=NC=CC=C2)C=C1